FC=1C=CC(=C(C1)C1=CC(=C(N1C)C)C(=O)N(CC1=C(C=CC=C1)OC)C1=CC=C(C=C1)O)C(=O)N1CC2=CC=CC=C2C[C@H]1CN1CCOCC1 5-(5-Fluoro-2-{[(3S)-3-(morpholin-4-ylmethyl)-3,4-dihydroisoquinolin-2(1H)-yl]carbonyl}phenyl)-N-(4-hydroxyphenyl)-N-(2-methoxybenzyl)-1,2-dimethyl-1H-pyrrole-3-carboxamide